C(CNC(=O)C1=CC=CC=C1)(=O)O.N[C@H](CO)CN1N=C(C=C1)C1=CC=C(C=C1)OC1=NC=C(C=C1F)C1=CC=NN1 (S)-2-amino-3-(3-(4-((3-fluoro-5-(1H-pyrazol-5-yl)pyridin-2-yl)oxy)phenyl)-1H-pyrazol-1-yl)propan-1-ol-Hippurate salt